COC1=CC=C(C(=N1)C(C=O)(C)C)[N+](=O)[O-] 2-(6-Methoxy-3-nitropyridin-2-yl)-2-methylpropanal